3-[[4-hydroxy-1-[(3R,4R)-3-phenyl-1-(pyrimidin-4-ylmethyl)piperidine-4-carbonyl]-4-piperidinyl]methyl]-7-phenyl-thieno[3,4-d]pyrimidin-4-one OC1(CCN(CC1)C(=O)[C@H]1[C@@H](CN(CC1)CC1=NC=NC=C1)C1=CC=CC=C1)CN1C=NC=2C(C1=O)=CSC2C2=CC=CC=C2